methyl (3-phenyl-3-(4-(trifluoromethyl)phenoxy)propyl)-L-methioninate C1(=CC=CC=C1)C(CCN[C@@H](CCSC)C(=O)OC)OC1=CC=C(C=C1)C(F)(F)F